NC1=C(C=2C=C(C=3C=CN=CC3C2N1C1=C(C(=CC=C1C)OC)C)C)C#N 2-Amino-1-(3-methoxy-2,6-dimethylphenyl)-5-methyl-1H-pyrrolo[3,2-H]isoquinoline-3-carbonitrile